C(C(C)C)O[C@H]1C[C@H](C1)C(=O)O cis-3-isobutoxycyclobutane-1-carboxylic acid